C(=O)(O)CN1CCN(CCN(CCN(C(C1)CC1=CC=C(C=C1)N=C=S)CC(=O)O)CC(=O)O)CC(=O)O 2-[4,7,10-tris(carboxymethyl)-6-[(4-isothiocyanatophenyl)methyl]-1,4,7,10-tetrazacyclododec-1-yl]acetic acid